C(#N)C=1C=C(C=CC1)C=1N=C(SC1C1=CC(=NC(=C1)C)C)NC(=O)N1CCC(CC1)C1=NOC=N1 N-[4-(3-cyanophenyl)-5-(2,6-dimethyl-4-pyridyl)thiazol-2-yl]-4-(1,2,4-oxadiazol-3-yl)piperidine-1-carboxamide